(3R)-4-amino-N-((5-cyano-2-pyridinyl)methyl)-N,3-dimethyl-1,3-dihydrofuro[3,4-c]quinoline-8-carboxamide NC1=NC=2C=CC(=CC2C2=C1[C@H](OC2)C)C(=O)N(C)CC2=NC=C(C=C2)C#N